1-(4-((4-((5-chloro-2-(2-hydroxypropane-2-yl)-4-((5-(trifluoromethyl)pyridin-3-yl)oxy)phenyl)amino)-7-methoxyquinazolin-6-yl)oxy)piperidin-1-yl)Prop-2-en-1-one ClC=1C(=CC(=C(C1)NC1=NC=NC2=CC(=C(C=C12)OC1CCN(CC1)C(C=C)=O)OC)C(C)(C)O)OC=1C=NC=C(C1)C(F)(F)F